5-chloro-3-(4-nitrobenzamido)benzofuran-2-carboxylic acid ClC=1C=CC2=C(C(=C(O2)C(=O)O)NC(C2=CC=C(C=C2)[N+](=O)[O-])=O)C1